(5-((3-(cyclopropylmethyl)-2,4,5-trioxoimidazolidin-1-yl)methyl)-1,2,4-oxadiazol-3-yl)-N-(2-methoxyphenyl)-N-((4-(3-methoxypropanoyl)morpholin-2-yl)methyl)acetamide C1(CC1)CN1C(N(C(C1=O)=O)CC1=NC(=NO1)CC(=O)N(CC1CN(CCO1)C(CCOC)=O)C1=C(C=CC=C1)OC)=O